[Cl-].C(CCCCCCCCCCCCCCCCCCC)[N+](CC)(C)C arachidyl-dimethyl-ethyl-ammonium chloride